5-Fluoro-N-[3-fluoro-4-(2-{1H-pyrazolo[3,4-b]pyridin-5-yl}ethynyl)pyridin-2-yl]-2-methylpyridine-3-sulfonamide FC=1C=C(C(=NC1)C)S(=O)(=O)NC1=NC=CC(=C1F)C#CC=1C=C2C(=NC1)NN=C2